FC1=CC=C(C=C1)C1(CC1)N 1-(4-fluorophenyl)cyclopropylamine